(1-cyanopiperidin-3-yl)-[1,1'-biphenyl]-3-carboxamide C(#N)N1CC(CCC1)C1=C(C=CC=C1C(=O)N)C1=CC=CC=C1